5-hydroxy-N-((1S,2S)-2-hydroxycyclohexyl)-6-(hydroxymethyl)-3-methoxytetrahydro-2H-pyran-2-carboxamide OC1CC(C(OC1CO)C(=O)N[C@@H]1[C@H](CCCC1)O)OC